NCCCCC=1C(=C(C(=O)NC2C(NC(CC2)=O)=O)C=CC1)F 3-(4-aminobutyl)-N-(2,6-dioxopiperidin-3-yl)-2-fluorobenzamide